3-(benzyloxy)-6-chloro-N,2-dimethylpyridin-4-amine C(C1=CC=CC=C1)OC=1C(=NC(=CC1NC)Cl)C